3-bromo-5-{[(2S)-4-[(tert-butyldiphenylsilyl)oxy]butan-2-yl]oxy}pyridine BrC=1C=NC=C(C1)O[C@@H](C)CCO[Si](C1=CC=CC=C1)(C1=CC=CC=C1)C(C)(C)C